tert-butoxy(tert-butanolate) C(C)(C)(C)OCC(C)(C)[O-]